δ-Glycidoxybutyltriethoxysilan C(C1CO1)OCCCC[Si](OCC)(OCC)OCC